COC1=CC=C(C=C1)C(OC[C@]1(O[C@H]([C@@H]2OC(O[C@@H]21)=S)N2C(NC(C=C2)=O)=O)F)(C2=CC=CC=C2)C2=CC=C(C=C2)OC 1-[(3aS,4S,6R,6aR)-4-[[bis(4-methoxyphenyl)-phenyl-methoxy]methyl]-4-fluoro-2-thioxo-6,6a-dihydro-3aH-furo[3,4-d][1,3]dioxol-6-yl]pyrimidine-2,4-dione